NCCCCN1C(C=CC1=O)=O 1-(4-aminobutyl)-2,5-dihydro-1H-pyrrole-2,5-dione